C(=O)(C=C)C1=C(C(NC(N1)=O)=O)C acroyl-methyl-uracil